[C@@]12(CCC[C@H](CC1)N2C)C(=O)OC methyl tropanoate